C(C(C)C)(=O)OC1=C(C=C(C=C1)Cl)C=NC1=CC=C(C=C1)CN(CC)CC 4-chloro-2-((4-((di-ethylamino)methyl)phenylimino)methyl)phenyl isobutyrate